1-(6',7'-Dihydrospiro[cyclopropane-1,4'-thieno[3,2-c]pyran]-7'-yl)-N-methylmethanamine S1C=CC=2C3(OCC(C21)CNC)CC3